C(C)OC(CC1CNCCC1)=O 2-(piperidin-3-yl)-acetic acid ethyl ester